C(#N)CC1(CC1)CN1C(=NC=2C1=NC(=CC2)C(=O)OC)CC2CC=C(CC2)C2=NC(=CC=C2)O methyl 3-((1-(cyanomethyl)cyclopropyl)methyl)-2-((4-(6-hydroxypyridin-2-yl)cyclohex-3-en-1-yl)methyl)-3H-imidazo[4,5-b]pyridine-5-carboxylate